methyl-3-(3,5-di-tert-butyl-4-hydroxyphenyl)propionate COC(CCC1=CC(=C(C(=C1)C(C)(C)C)O)C(C)(C)C)=O